C1NCC2C1CNC2 1,3,3a,4,6,6a-hexahydropyrrolo[3,4-c]pyrrole